(E)-5-(8-(7-Acetyl-3-ethyl-5,6,7,8-tetrahydroimidazo[1,5-a]pyrazin-1-yl)isoquinolin-3-yl)-N-(4-(2-(2,6-dioxopiperidin-3-yl)-1-oxoisoindolin-4-yl)but-3-en-1-yl)picolinamide C(C)(=O)N1CC=2N(CC1)C(=NC2C=2C=CC=C1C=C(N=CC21)C=2C=CC(=NC2)C(=O)NCC\C=C\C2=C1CN(C(C1=CC=C2)=O)C2C(NC(CC2)=O)=O)CC